(R)-4-(4-Difluoromethyl-6-((1-methylpiperidin-3-yl)amino)pyridazin-3-yl)-3-ethoxymethoxybenzaldehyde FC(C1=C(N=NC(=C1)N[C@H]1CN(CCC1)C)C1=C(C=C(C=O)C=C1)OCOCC)F